OC1(C=CCCO1)CO 6-hydroxy-6-(hydroxymethyl)-2H-pyran